5-fluoro-N6-(2-fluoro-3-(trifluoromethyl)phenyl)-1H-pyrazolo[3,4-b]pyridine-3,6-diamine FC=1C=C2C(=NC1NC1=C(C(=CC=C1)C(F)(F)F)F)NN=C2N